(2-chloro-4-((3-chloro-5-fluorobenzyl)amino)phenyl)-2-hydroxybenzamide ClC1=C(C=CC(=C1)NCC1=CC(=CC(=C1)F)Cl)C=1C(=C(C(=O)N)C=CC1)O